O=C1NC(CCC1N1C(C2=CC=CC(=C2C1=O)NCCCNC(OC(C)(C)C)=O)=O)=O tert-butyl (3-((2-(2,6-dioxopiperidin-3-yl)-1,3-dioxoisoindolin-4-yl)amino) propyl)carbamate